ClC=1C=C(C=C(C1F)Cl)C1(CC(=NO1)N1CC=2C=NC(=CC2C1)C(=O)NCC1=CC(=C(C=C1)F)OC(F)(F)F)C(F)(F)F 2-(5-(3,5-dichloro-4-fluorophenyl)-5-(trifluoromethyl)-4,5-dihydroisoxazol-3-yl)-N-(4-fluoro-3-(trifluoromethoxy)benzyl)-2,3-dihydro-1H-pyrrolo[3,4-c]pyridine-6-carboxamide